N1(CCCC2=CC=CC=C12)C=1C=CC=2C(=NC=C(N2)N2CCC3([C@@H]([C@@H](OC3)C)N)CC2)N1 (3S,4S)-8-(6-(3,4-dihydro-quinolin-1(2H)-yl)pyrido[2,3-b]pyrazin-2-yl)-3-methyl-2-oxa-8-azaspiro[4.5]decan-4-amine